tert-butyl(4-amino-2-fluorophenyl)(cyclopropyl)carbamate C(C)(C)(C)OC(N(C1CC1)C1=C(C=C(C=C1)N)F)=O